O1C(CC1)C=1C(=C2C(NC(C2=CC1)=O)=O)C oxetanyl-methyl-isoindole-1,3-dione